COC1(CCC1)CN1C=NC2=C1C=C(C=C2)C(=O)O 1-[(1-methoxycyclobutyl)methyl]-1H-1,3-benzodiazole-6-carboxylic acid